ClC=1C=CC(=C(C1)C1=NN(C=C1NC(=O)C=1C=NN2C1N=CC=C2)CC(=O)N2C[C@H](CC2)CO)OC (S)-N-(3-(5-chloro-2-methoxyphenyl)-1-(2-(3-(hydroxymethyl)pyrrolidin-1-yl)-2-oxoethyl)-1H-pyrazol-4-yl)pyrazolo[1,5-a]pyrimidine-3-carboxamide